CS(=O)(=O)OCC(=O)[C@@]12OC(O[C@@H]1C[C@H]1[C@@H]3CCC4=CC(C=C[C@@]4([C@]3([C@H](C[C@]21C)O)F)C)=O)CCC 2-[(1S,2S,4R,8S,9S,11S,12R,13S)-12-Fluoro-11-hydroxy-9,13-dimethyl-16-oxo-6-propyl-5,7-dioxapentacyclo[10.8.0.02,9.04,8.013,18]icosa-14,17-dien-8-yl]-2-oxoethyl methanesulfonate